3-(4-bromophenyl)-5,5-diethylimidazolidine-2,4-dione BrC1=CC=C(C=C1)N1C(NC(C1=O)(CC)CC)=O